O1COC2=C1C=CC(=C2)C2=C(C#N)C=CC=C2 2-(benzo[d][1,3]dioxol-5-yl)benzonitrile